NCCNCCNCCNCCNCCNCCNCCNCCNCCNCCNCCNCCNCCNCCN tetradecaethylenepentadecamine